C(C)OC(=O)C1(CC1)N1N=C(C=C1C(=O)OCC)C1=CC=C(C=C1)F ethyl 1-(1-(ethoxycarbonyl) cyclopropyl)-3-(4-fluorophenyl)-1H-pyrazole-5-carboxylate